4-(3,3-difluoroazetidin-1-yl)piperidine FC1(CN(C1)C1CCNCC1)F